ethyl 6-(4-(4'-amino-[1,1'-biphenyl]-4-yl)-1H-1,2,3-triazol-1-yl)-7-methoxy-2-oxo-2H-chromene-3-carboxylate NC1=CC=C(C=C1)C1=CC=C(C=C1)C=1N=NN(C1)C=1C=C2C=C(C(OC2=CC1OC)=O)C(=O)OCC